trans-3-tridecene-1,13-dicarboxylic anhydride C1C\C=C\CCCCCCCCCC(=O)OC1=O